FC1=CC=C(C=C1)N1C(=CC2=CC(=CC=C12)OC)C(C)=O (1-(4-fluorophenyl)-5-methoxy-1H-indol-2-yl)ethan-1-one